6-Benzoyl-2-{5-O-[bis(4-methoxyphenyl)(phenyl)methyl]-2-O-[tert-butyl(dimethyl)silyl]-β-D-ribofuranosyl}-6,7,8,9-tetrahydro-2H-1,2,3,5,6-pentaazabenzo[cd]azulene C(C1=CC=CC=C1)(=O)N1C=2C3=C(N(N=C3CCC1)[C@H]1[C@H](O[Si](C)(C)C(C)(C)C)[C@H](O)[C@H](O1)COC(C1=CC=CC=C1)(C1=CC=C(C=C1)OC)C1=CC=C(C=C1)OC)N=CN2